C(#N)[C@@H]1[C@@H](C1)C(=O)NC=1C=CC(=NC1)C=1N=NN(C1NC(O[C@H](C)C=1C(=NC=CC1)Cl)=O)C (R)-1-(2-chloropyridin-3-yl)ethyl (4-(5-((1R,2S)-2-cyanocyclopropane-1-carboxamido)pyridin-2-yl)-1-methyl-1H-1,2,3-triazol-5-yl)carbamate